(S)-2,2,2-trifluoro-1-(4-methoxy-3-nitropyrazolo[1,5-a]pyridin-5-yl)ethan-1-ol FC([C@@H](O)C1=C(C=2N(C=C1)N=CC2[N+](=O)[O-])OC)(F)F